C(C)N1C(=NC2=C1C=CC=C2)NC(=O)C2=NN(C(=CC2=O)C)C2=CC=CC=C2 N-(1-ethyl-1H-benzo[d]imidazol-2-yl)-6-methyl-4-oxo-1-phenyl-1,4-dihydropyridazine-3-carboxamide